ClC1=CC=C(C=C1)CC(CC(=O)Cl)C (4-chlorophenyl)-3-methylbutyryl chloride